Cl.C(C)OC(=O)C1=NNC=C(C1=O)OCC1=CC=CC=C1 5-(benzyloxy)-4-oxo-1,4-dihydropyridazine-3-carboxylic acid ethyl ester hydrochloride